O=C1CC2(CCCC3=CC=CC=C23)CCC1C(=O)OC methyl 3-oxo-3',4'-dihydro-2'H-spiro[cyclohexane-1,1'-naphthalene]-4-carboxylate